C(C)(C)(C)OC(=O)NCCN(CCCCCCCC(=O)OCC(CCCCCCC)C)CCCCCCCC(=O)OC(CCCCCCCC)CCCCCCCC 2-methylnonyl 8-[2-(tert-butoxycarbonylamino) ethyl-[8-(1-octylnonoxy)-8-oxo-octyl]amino]octanoate